(R)-1-((2-(2'-chloro-2-methyl-3'-(5-methyl-5,6-dihydropyrrolo[3,4-c]pyrazol-2(4H)-yl)biphenyl-3-yl)-7-cyanobenzo[d]oxazol-5-yl)methyl)pyrrolidine-3-carboxylic acid ClC1=C(C=CC=C1N1N=C2C(=C1)CN(C2)C)C2=C(C(=CC=C2)C=2OC1=C(N2)C=C(C=C1C#N)CN1C[C@@H](CC1)C(=O)O)C